methyl-urea monosodium salt [Na].CNC(=O)N